(s)-ethoxycarbonylphenyl-7-oxo-bicyclo[2.2.1]Hept-2-ene C(C)OC(=O)C=1[C@]2(CCC(C1)C2=O)C2=CC=CC=C2